5-methyl-N-(4-methyl-3-(7-(methylamino)-1,6-naphthyridin-3-yl)phenyl)-4-(trifluoromethyl)pyridineamide CC=1C(=CC(=NC1)C(=O)NC1=CC(=C(C=C1)C)C=1C=NC2=CC(=NC=C2C1)NC)C(F)(F)F